ClC1=C2C(=CNC2=CC=C1)C1(NC2=CC=CC=C2C1=O)C1=CC=CC=C1 2-(4-chloro-1H-indol-3-yl)-2-phenyl-indol-3-one